C(#N)C1(CC1)[C@@H](C1=CC=2N(N=C1)C=C(N2)[C@H](C2CCC(CC2)(F)F)NC(OC(C)(C)C)=O)NC(C(CC2CC2)(F)F)=O |o1:5| tert-Butyl ((S)-(7-((R*)-(1-cyanocyclopropyl)(3-cyclopropyl-2,2-difluoropropanamido)methyl)imidazo[1,2-b]pyridazin-2-yl)(4,4-difluorocyclohexyl)methyl)carbamate